6-(2-(3,5-Difluorophenyl)pyridin-3-yl)imidazo[1,2-a]pyridine FC=1C=C(C=C(C1)F)C1=NC=CC=C1C=1C=CC=2N(C1)C=CN2